2-(5,6,7,8-tetrahydro-4H-furo[3,2-c]azepin-8-yl)ethan-1-ol O1C=CC=2CNCCC(C21)CCO